C1=CC=C2C(=C1)C(C3=CC=CC=C32)COC(=O)N[C@H](CC4=C(C(=C(C(=C4F)F)F)F)F)C(=O)O Fmoc-pentafluoro-D-phenylalanine